1,4-bis((20Z,23Z)-10-((8Z,11Z)-heptadeca-8,11-dien-1-yl)-8,8-dimethyl-7,9,11-trioxa-8-silanonacosa-20,23-dien-1-yl)piperazine C(CCCCCC\C=C/C\C=C/CCCCC)C(O[Si](OCCCCCCN1CCN(CC1)CCCCCCO[Si](OC(OCCCCCCCC\C=C/C\C=C/CCCCC)CCCCCCC\C=C/C\C=C/CCCCC)(C)C)(C)C)OCCCCCCCC\C=C/C\C=C/CCCCC